tert-butyl 4-[(1R)-1-(2-fluoro-3-methylphenyl)-2-(6-methoxypyridin-2-yl)ethyl]-1H-imidazole-1-carboxylate FC1=C(C=CC=C1C)[C@@H](CC1=NC(=CC=C1)OC)C=1N=CN(C1)C(=O)OC(C)(C)C